OC[C@@H]1CN(CCC1)C(=O)OC(C)(C)C tert-Butyl (3S)-3-(hydroxymethyl)piperidine-1-carboxylate